adamantancarboxylic acid ethylamide C(C)NC(=O)C12CC3CC(CC(C1)C3)C2